C(C1=CC=CC=C1)(=O)OC(C)CCC Pent-2-yl benzoate